3-[2,6-difluoro-3-[[2-fluoroethyl(methyl)sulfamoyl]amino]benzoyl]-5-(2-methoxypyrimidin-5-yl)-1H-pyrrolo[2,3-b]pyridine FC1=C(C(=O)C2=CNC3=NC=C(C=C32)C=3C=NC(=NC3)OC)C(=CC=C1NS(N(C)CCF)(=O)=O)F